2-((4-chloro-5-(4,4,5,5-tetramethyl-1,3,2-dioxaborolan-2-yl)-2H-indazol-2-yl)methyl)-1,1,1,3,3,3-hexafluoropropan-2-ol ClC=1C2=CN(N=C2C=CC1B1OC(C(O1)(C)C)(C)C)CC(C(F)(F)F)(C(F)(F)F)O